3-dimethylamino-2-(3,4,5-trimethoxybenzyl)acrylonitrile CN(C=C(C#N)CC1=CC(=C(C(=C1)OC)OC)OC)C